COC1=CC=C(CNC(=O)NC2CC3(CN(C3)C(C(C)(C=3C=C(C=CC3)C)C)=O)C2)C=C1 1-(4-methoxybenzyl)-3-(2-(2-methyl-2-(m-tolyl)propionyl)-2-azaspiro[3.3]hept-6-yl)urea